C(C)(C)(C)OC(CCCCCCCCCCCCCCCCC(=O)NC(C(=O)OC(C)(C)C)CCCCN)=O 18-((6-amino-1-(tert-butoxy)-1-oxohexan-2-yl)amino)-18-oxooctadecanoic acid-(S)-tert-butyl ester